2'-chloro-N-(5-(5-(difluoromethyl)-4-methoxypyrimidine-2-carbonyl)-5,6-dihydro-4H-pyrrolo[3,4-d]thiazol-2-yl)-5'-methoxy-6-methyl-[4,4'-bipyridine]-3-carboxamide ClC1=NC=C(C(=C1)C1=C(C=NC(=C1)C)C(=O)NC=1SC2=C(N1)CN(C2)C(=O)C2=NC=C(C(=N2)OC)C(F)F)OC